(R)-5-(cyclopropylmethoxy)-2-fluoro-3-(5-methylthiazol-2-yl)-N-(1-(2-(Trifluoromethyl)pyrimidin-5-yl)ethyl)benzamide C1(CC1)COC=1C=C(C(=C(C(=O)N[C@H](C)C=2C=NC(=NC2)C(F)(F)F)C1)F)C=1SC(=CN1)C